O1C=C(C=C1)C1=NC(=CC=2N1N=C(N2)C)NC(C)=O N-[5-(furan-3-yl)-2-methyl-[1,2,4]triazolo[1,5-c]pyrimidin-7-yl]acetamide